ClC=1C=CC2=C(CC(CC=3N2C(=NN3)[C@H]3CN(CC3)CC3=NC=CC=C3)OC)C1 8-Chloro-5-methoxy-1-[(3R)-1-(pyridin-2-ylmethyl)pyrrolidin-3-yl]-5,6-dihydro-4H-[1,2,4]triazolo[4,3-a][1]benzazepin